N-(2-(4,4-difluoropiperidin-1-yl)-6-methylpyrimidin-4-yl)-4-(4,4-dimethyl-1,4-azasilinan-1-yl)-6-((2-hydroxyethyl)sulfonamido)nicotinamide FC1(CCN(CC1)C1=NC(=CC(=N1)NC(C1=CN=C(C=C1N1CC[Si](CC1)(C)C)NS(=O)(=O)CCO)=O)C)F